CN(C(=O)Cl)C=1C=C(C=CC1)C methyl(m-tolyl)carbamic chloride